O[C@@H](COC1=CC=C(C=C1)C=O)CN1N=CC=N1 (4-((R)-2-hydroxy-3-(2H-1,2,3-triazol-2-yl)propoxy)phenyl)methanone